C(C)(C)OC=1N=C2N(C=C(C=N2)C(=O)O)C1 isopropoxyimidazo[1,2-a]pyrimidine-6-carboxylic acid